4-[1-(2,6-dioxo-3-piperidinyl)-6-fluoro-indolin-5-yl]piperidine-1-carboxylic acid tert-butyl ester C(C)(C)(C)OC(=O)N1CCC(CC1)C=1C=C2CCN(C2=CC1F)C1C(NC(CC1)=O)=O